CC1(O[C@@H]2[C@H](O1)[C@H](C[C@H]2N2C=CC1=C2N=CN=C1N)C1=CC(=CC=C1)C=1C=NC=CC1)C 7-((3aS,4R,6R,6aR)-2,2-dimethyl-6-(3-(pyridin-3-yl)phenyl)tetrahydro-4H-cyclopenta[d][1,3]dioxol-4-yl)-7H-pyrrolo[2,3-d]pyrimidin-4-amine